6-methoxy-2,3-dihydro-1H-indene COC1=CC=C2CCCC2=C1